C(#N)C1=CC(=CS1)S(=O)(=O)N([C@@H](C(F)(F)F)C1=CC=C(C=C1)F)CC (R)-5-cyano-N-ethyl-N-(2,2,2-trifluoro-1-(4-fluorophenyl)ethyl)thiophene-3-sulfonamide